2-((ethoxythiocarbonyl)thio)propanoic acid methyl ester COC(C(C)SC(=S)OCC)=O